FC(OC=1C=C(C(=C(C1)O)C1=CC2=C(N=N1)N(C=C2OC)C2CC(C2)(C)O)C)F 5-(Difluoromethoxy)-2-{7-[(1s,3s)-3-hydroxy-3-methylcyclobutyl]-5-methoxy-7H-pyrrolo[2,3-c]pyridazin-3-yl}-3-methylphenol